3-amino-1-(4-piperidyl)pyrazole-4-carbonitrile hydrochloride Cl.NC1=NN(C=C1C#N)C1CCNCC1